5-(6,6-dimethyl-4-morpholino-8,9-dihydro-6H-[1,4]oxazino[4,3-e]purin-2-yl)pyrimid-2-amine CC1(OCCN2C=3N=C(N=C(C3N=C21)N2CCOCC2)C=2C=NC(=NC2)N)C